7-(4-chlorobenzyl)-3-ethyl-1-(3-hydroxypropyl)-8-phenoxy-1H-purine-2,6(3H,7H)-dione ClC1=CC=C(CN2C(=NC=3N(C(N(C(C23)=O)CCCO)=O)CC)OC2=CC=CC=C2)C=C1